ClC1=CC=C2C(=N1)N(C(=C2)C2=C(C=CC=C2)C(F)(F)F)C 6-chloro-1-methyl-2-(2-(trifluoromethyl)phenyl)-1H-pyrrolo[2,3-b]pyridine